C(C)(=O)N1CCC(CC1)C=1OC=2C(=CC1)C=C(C1=NC(N(C12)C([2H])([2H])[2H])C(F)(F)F)Cl 8-(1-acetylpiperidin-4-yl)-4-chloro-1-(methyl-d3)-2-(trifluoromethyl)chromeno[7,8-d]imidazol